FC=1C=C(C=CC1)[C@@H]1CN(CCN1C(=O)N1CC2(CCCC2)[C@@](CC1)(CN1C=NC(=CC1=O)C1=CC=CC=C1)O)C(=O)OC(C)(C)C tert-butyl (R)-3-(3-fluorophenyl)-4-((S)-10-hydroxy-10-((6-oxo-4-phenylpyrimidin-1(6H)-yl)methyl)-7-azaspiro[4.5]decane-7-carbonyl)piperazine-1-carboxylate